Methyl ((S)-1-((1S,3aR,6aS)-1-(((S)-1-(cyclopropylamino)-6,6-difluoro-1,2-dioxoheptan-3-yl)carbamoyl)hexahydrocyclopenta[c]pyrrol-2(1H)-yl)-3,3-dimethyl-1-oxobutan-2-yl)carbamate C1(CC1)NC(C([C@H](CCC(C)(F)F)NC(=O)[C@H]1N(C[C@H]2[C@@H]1CCC2)C([C@H](C(C)(C)C)NC(OC)=O)=O)=O)=O